ClC=1C(=C(C(=CC1)OCC1CC1)C=1C=CC(=[N+](C1)[O-])[C@H](C(=O)NC1=CC=C(C(=O)O)C=C1)CC1CC1)F (R)-4-[(2-{5-[3-chloro-6-(cyclopropylmethoxy)-2-fluorophenyl]-1-oxidopyridin-2-yl}-3-cyclopropylpropanoyl)amino]benzoic acid